1a'(S)-8,8'-(propane-1,3-diylbis(oxy))bis(7-methoxy-2-methylene-2,3-dihydro-1H-benzo[e]pyrrolo[1,2-a][1,4]diazepin-5(11aH)-one) C(CCOC=1C(=CC2=C(N=CC3N(C2=O)CC(C3)=C)C1)OC)OC=1C(=CC3=C(N=CC2N(C3=O)CC(C2)=C)C1)OC